C=1(C(=CC=CC1)C(=O)[O-])C=1CCCCC1 2',3',4',5'-tetrahydro-[1,1'-biphenyl]-2-carboxylate